FC1=C(C=CC=C1)C1=C(C=CC=C1[N+](=O)[O-])C(F)(F)F fluoro-6'-nitro-2'-(trifluoromethyl)biphenyl